isobutyl 2-fluoro-α-cyanocinnamate FC1=C(C=C(C(=O)OCC(C)C)C#N)C=CC=C1